CN1C=[N+](C=C1)CCCC1=CC=CC=C1 1-methyl-3-(3-phenylpropyl)imidazolium